N[C@@H](C(=O)NC1=CC=C(C=C1)C1=C2C(=NC=C1)NC=C2CC)CC2=CC=CC=C2 (2R)-2-Amino-N-[4-(3-ethyl-1H-pyrrolo[2,3-b]pyridin-4-yl)phenyl]-3-phenyl-propanamide